2,3-dihydrospiro[imidazole-4,1'-indene] C12(C=CC3=CC=CC=C13)NCN=C2